C(C1=CC=CC=C1)OC1=C(C=C(C=C1F)[C@@H](CN1C[C@H]2[C@@](C1)([C@@H]([C@@H](C2)OC2=CC=CC=C2)O)O)O)F (3aR,4R,5R,6aS)-2-((S)-2-(4-(benzyloxy)-3,5-difluorophenyl)-2-hydroxyethyl)-5-phenoxyhexahydrocyclopenta[c]pyrrole-3a,4(1H)-diol